C12(CC(C1)C2)NC(C2=C(C=CC(=C2)C(F)(F)F)S(=O)(=O)C)=O N-(bicyclo[1.1.1]pentan-1-yl)-2-(methylsulfonyl)-5-(trifluoromethyl)benzamide